S1BN=CC=C1 thiaborazine